F[C@]1([C@@H](O[C@@]([C@H]1O)(CO)F)N1C=NC=2C(=O)NC(N)=NC12)C (2'R)-2'-Deoxy-2'-fluoro-4'-C-fluoro-2'-methylguanosine